C1(CC1)N1N=C(C(=C1)OC1=CC=NC2=CC(=CC=C12)C=1C=NN(C1)C)C1=CC=CC=C1 4-((1-cyclopropyl-3-phenyl-1H-pyrazol-4-yl)oxy)-7-(1-methyl-1H-pyrazol-4-yl)quinoline